C(C=O)(=O)OCC ethyl glyoxalate